(R)-4-[4-(2-amino-6-methyl-pyrimidin-4-yl)-1,4-oxazepan-3-yl]-3-chloro-N,N-dimethyl-benzamide NC1=NC(=CC(=N1)N1[C@@H](COCCC1)C1=C(C=C(C(=O)N(C)C)C=C1)Cl)C